tert-butyl 3-(5-(3-cyano-6-(1-methyl-1H-pyrazol-4-yl)pyrazolo[1,5-a]pyridine-4-yl) pyridin-2-yl)-3,8-diazabicyclo[3.2.1]octane-8-carboxylate C(#N)C=1C=NN2C1C(=CC(=C2)C=2C=NN(C2)C)C=2C=CC(=NC2)N2CC1CCC(C2)N1C(=O)OC(C)(C)C